Adamantane-1-yl acrylate C(C=C)(=O)OC12CC3CC(CC(C1)C3)C2